O=C1N(C(CC1)=O)C1C(CCC(C=CC1)OC(=O)ON1C(CCC1=O)=O)(C(=O)O)C.C(C)(C)(C)P(CC(CC)P(C(C)(C)C)C(C)(C)C)C(C)(C)C 1,2-bis(di-tert-butylphosphino)butane 2,5-dioxopyrrolidin-1-yl-6-((((2,5-dioxopyrrolidin-1-yl)oxy)carbonyl)oxy)-1-methylcyclooct-4-ene-1-carboxylate